Tert-butyl 2-(dimethylamino)-7-azaspiro[3.5]nonane-7-carboxylate CN(C1CC2(C1)CCN(CC2)C(=O)OC(C)(C)C)C